C1NCCC2=C(C=CC=C12)C(CN)N (1,2,3,4-tetrahydroisoquinolin-5-yl)ethane-1,2-diamine